2-p-nitrophenylethynyl-aniline [N+](=O)([O-])C1=CC=C(C=C1)C#CNC1=CC=CC=C1